4-(4-{[(2S)-2-(1,3-dimethyl-1H-pyrazol-4-yl)pyrrolidin-1-yl]methyl}phenoxy)benzamide CN1N=C(C(=C1)[C@H]1N(CCC1)CC1=CC=C(OC2=CC=C(C(=O)N)C=C2)C=C1)C